C(C)[C@H]1CN(CCC1)C(=O)C=1C=C2C(=NC1)N(C=C2)C=2C=C(C=NC2)NC([O-])=O (R)-(5-(5-(3-ethylpiperidine-1-carbonyl)-1H-pyrrolo[2,3-b]pyridin-1-yl)pyridin-3-yl)carbamate